CN(CCOC1=C(C=C(C(=O)NC=2C=CC=C3C=CC=NC23)C=C1)OC)C 4-[2-(dimethylamino)ethoxy]-3-methoxy-N-(quinolin-8-yl)benzamide